NC1=NC=CC=C1C1=NC=2C(=NC(=CC2)C2=CC=CC=C2)N1C1=CC=C(CN2CC3(CN(C3)C3=NC(=NC=N3)C#N)C2)C=C1 4-(6-(4-(2-(2-aminopyridin-3-yl)-5-phenyl-3H-imidazo[4,5-b]pyridin-3-yl)benzyl)-2,6-diazaspiro[3.3]heptan-2-yl)-1,3,5-triazine-2-carbonitrile